isopentene chloride [Cl-].C=CC(C)C